tert-butyl (8S,11S)-18-methyl-12-oxo-7-oxa-10,13,18,19-tetrazapentacyclo[15.6.1.12,6.18,11.020,24]hexacosa-1(23),2(26),3,5,17(24),19,21-heptaene-10-carboxylate CN1C=2CCCNC([C@H]3N(C[C@@H](OC4=CC=CC(C5=CC=CC(=N1)C52)=C4)C3)C(=O)OC(C)(C)C)=O